1-imino-1lambda6-Thietane-1-oxide N=S1(CCC1)=O